dodecyl (S)-2-isocyanato-3-tertiary-butoxypropionate N(=C=O)[C@H](C(=O)OCCCCCCCCCCCC)COC(C)(C)C